COC=1C=C2C(C(COC2=CC1)=CC1=CC(=C(C=C1)OCCCCN1CCCC1)OC)=O 6-methoxy-3-(3-methoxy-4-(4-(pyrrolidin-1-yl)butoxy)benzylidene)chroman-4-one